CN1C(C(=C(C1=O)C1=CC=CC=C1)C1=CC=CC=C1)=O 1-methyl-3,4-diphenyl-1H-pyrrole-2,5-dione